ClC1=NC2=CC=C(C=C2C=C1)C(C)O 1-(2-chloroquinolin-6-yl)ethan-1-ol